3-Glycyloxypropyltriethoxysilan NCC(=O)OCCC[Si](OCC)(OCC)OCC